3-fluoro-2-iodo-naphthalene-1-carbonitrile FC=1C(=C(C2=CC=CC=C2C1)C#N)I